9-oxo-9H-fluoren-2,7-diyl diacetate C(C)(=O)OC1=CC=2C(C3=CC(=CC=C3C2C=C1)OC(C)=O)=O